CC(C=CS)C 3-methylbut-ene-thiol